C(CCC)C1=NC2(C(N1CC=1C=CC(=C3COCC13)C1=C(C=CC=C1)S(=O)(=O)N(COCC[Si](C)(C)C)C1=NC=C(N=C1OC)C)=O)CCCC2 2-(7-((2-butyl-4-oxo-1,3-diazaspiro[4.4]non-1-en-3-yl)methyl)-1,3-dihydroisobenzofuran-4-yl)-N-(3-methoxy-5-methylpyrazin-2-yl)-N-((2-(trimethylsilyl)ethoxy)methyl)benzenesulfonamide